C(C)N(C=1C=CC2=C(OC(C(=N2)C)=O)C1)CC 7-(Diethylamino)-3-methyl-2H-benzo[b][1,4]oxazin-2-one